C[Si]([O-])([O-])[O-] Methylsilantriolat